ClC1=CC=C(C=C1)C1=CC=NC=2N1N=C(C2C2=NC=1C(=NC=C(C1)C(F)(F)F)N2C)SCC 2-(7-(4-chlorophenyl)-2-(ethylsulfanyl)pyrazolo[1,5-a]pyrimidin-3-yl)-3-methyl-6-(trifluoromethyl)-3H-imidazo[4,5-b]pyridine